2-(1-cyanocyclopropyl)-4-(trifluoromethyl)benzoic acid C(#N)C1(CC1)C1=C(C(=O)O)C=CC(=C1)C(F)(F)F